(2S,3R,4S,5R)-2-[5-chloro-7-(pyrrolidin-1-yl)thieno[3,2-b]pyridin-3-yl]-5-(hydroxymethyl)oxolane-3,4-diol ClC1=CC(=C2C(=N1)C(=CS2)[C@@H]2O[C@@H]([C@H]([C@H]2O)O)CO)N2CCCC2